O=C1NCC2=CC=C(C=C12)N1CCC(CC1)N1CCNCC1 1-oxo-6-(4-(piperazin-1-yl)piperidin-1-yl)isoindoline